2-fluoro-5-(((2S,3R)-3-hydroxybutan-2-yl)oxy)-3-(5-methylthiazol-2-yl)benzoic acid Methyl-2-fluoro-5-(((2S,3R)-3-hydroxybutan-2-yl)oxy)-3-(5-methylthiazol-2-yl)benzoate COC(C1=C(C(=CC(=C1)O[C@@H](C)[C@@H](C)O)C=1SC(=CN1)C)F)=O.FC1=C(C(=O)O)C=C(C=C1C=1SC(=CN1)C)O[C@@H](C)[C@@H](C)O